OC=1C(=NC=C(C1)C1=CC(=NO1)C1CCCCC1)C(=O)NCC(=O)O 3-Hydroxy-5-(3-cyclohexylisoxazol-5-yl)picolinoyl-glycine